C(C1=CC=CC=C1)(C1=CC=CC=C1)(C1=CC=CC=C1)N1C=NC(=C1)C=CCCCCC(=O)O 7-(1-trityl-1H-imidazol-4-yl)hept-6-enoic acid